FC1=CC2=C(OCCCN2C2=CC=C(C(=N2)C(=O)OC)N(C(C(C2=CC=CC=C2)C2=CC=CC=C2)=O)C)C=C1 methyl 6-(7-fluoro-3,4-dihydrobenzo[b][1,4]oxazepine-5(2H)-yl)-3-(N-methyl-2,2-diphenylacetamido)picolinate